bis[4-(3-aminophenoxy)-phenyl] sulfone NC=1C=C(OC2=CC=C(C=C2)S(=O)(=O)C2=CC=C(C=C2)OC2=CC(=CC=C2)N)C=CC1